C(C)(C)(C)OC(=O)N1CC(C1)CCN(C1CC1)S(NC(=O)OC(C)(C)C)(=O)=O tert-butyl-3-(2-((N-(tert-butoxycarbonyl)sulfamoyl)(cyclopropyl)amino)ethyl)azetidine-1-carboxylate